isotridecanic acid C(CCCCCCCCCC(C)C)(=O)O